N1[C@H](CCC1)C(=O)NC1=NC=2CCC(CC2C=C1)C(=O)OCCCC butyl 2-(D-prolylamino)-5,6,7,8-tetrahydroquinoline-6-carboxylate